C(C)N(C1=CC=C(C=C1)C)CC diethyl-para-toluidine